CC(C(C)=O)=CC1C(=CCCC1(C)C)C 3-methyl-4-(2,6,6-trimethylcyclohex-2-en-1-yl)but-3-en-2-one